N-((1-(6-(TRIFLUOROMETHYL)QUINAZOLIN-4-YL)PIPERIDIN-3-YL)METHYL)CYCLOHEXANESULFONAMIDE FC(C=1C=C2C(=NC=NC2=CC1)N1CC(CCC1)CNS(=O)(=O)C1CCCCC1)(F)F